4-(ethylthio)-1-methyl-3-(7-(trifluoromethyl)-[1,2,4]triazolo[1,5-c]pyrimidin-2-yl)-1H-pyrazol-5-amine C(C)SC=1C(=NN(C1N)C)C1=NN2C=NC(=CC2=N1)C(F)(F)F